trans-tert-butyl 4-acetyl-5-(6-chloro-2'-fluoro-6-(methylcarbamoyl)-[2,4'-bipyridin]-4-yl)-2-methylpiperazine-1-carboxylate C(C)(=O)N1C[C@@H](N(C[C@H]1C=1C=C(NC(C1)(C(NC)=O)Cl)C1=CC(=NC=C1)F)C(=O)OC(C)(C)C)C